C(C)(C)NC=1SC2=C(N1)C=CC(=C2)C(=O)O 2-(isopropylamino)benzo[d]thiazole-6-carboxylic acid